C(C)(C)(C)OC(CCC=1C=CC(=NC1CO)C(=O)OCC)=O.OCCNCCN β-hydroxyethyl ethylenediamine ethyl 5-(3-tert-butoxy-3-oxopropyl)-6-(hydroxymethyl)pyridine-2-carboxylate